1-[2-(1-methyl-1H-pyrazol-4-yl)acetyl]pyrrolidine-2-carboxamide CN1N=CC(=C1)CC(=O)N1C(CCC1)C(=O)N